N=S(=O)(C1=CC=C(C=C1)B1OC(C(O1)(C)C)(C)C)C imino(methyl)(4-(4,4,5,5-tetramethyl-1,3,2-dioxaborolan-2-yl)phenyl)-λ6-sulfanone